FC12CC(C1)(C2)C(=O)NC=2C=CC(=NC2)C=2N=NN(C2NC(O[C@H](C)C=2C(=NC=CC2)Cl)=O)C (R)-1-(2-chloropyridin-3-yl)ethyl (4-(5-(3-fluoro-bicyclo[1.1.1]pentane-1-carboxamido) pyridin-2-yl)-1-methyl-1H-1,2,3-triazol-5-yl)carbamate